(2S,3S,5R)-3-methyl-7-oxo-3-(1H-1,2,3-triazole-1-ylmethyl)-4-thia-1-azabicyclo[3.2.0]heptane C[C@]1(CN2C(C[C@H]2S1)=O)CN1N=NC=C1